CC1=CC=C(C=C1)S(=O)(=O)O.C(#N)CN1CC(C1)N1N=CC(=C1)C1=CC2=C(N(C=N2)C2=CC(=C(C(=O)NCC(F)(F)F)C(=C2)OC)OC)C=C1 4-[5-[1-[1-(cyanomethyl)azetidin-3-yl]pyrazol-4-yl]benzimidazol-1-yl]-2,6-dimethoxy-N-(2,2,2-trifluoroethyl)benzamide p-toluenesulfonate